NC(C)C1=NC(=NN1C=1SC(=CN1)C#N)OC 2-[5-(1-aminoethyl)-3-methoxy-1H-1,2,4-triazol-1-yl]-1,3-thiazole-5-carbonitrile